1-(5Z,8Z,11Z,14Z,17Z-eicosapentaenoyl)-2-(9Z-pentadecenoyl)-glycero-3-phosphoserine CCCCC/C=C\CCCCCCCC(=O)O[C@H](COC(=O)CCC/C=C\C/C=C\C/C=C\C/C=C\C/C=C\CC)COP(=O)(O)OC[C@@H](C(=O)O)N